ethyl 7-chloro-6-fluoro-1,4-dihydro-4-oxoquinoline-3-carboxylate ClC1=C(C=C2C(C(=CNC2=C1)C(=O)OCC)=O)F